4-((3-(2-fluoro-3-(trifluoromethyl)phenyl)-2,4-dioxo-3,4-dihydroquinazolin-1(2H)-yl)methyl)-N-hydroxybenzamide FC1=C(C=CC=C1C(F)(F)F)N1C(N(C2=CC=CC=C2C1=O)CC1=CC=C(C(=O)NO)C=C1)=O